OC(C)(C)C1=NN(N=C1)C1=C(C#N)C=CC=C1 2-[4-(2-hydroxypropan-2-yl)-1,2,3-triazol-2-yl]benzonitrile